C(CCC)/C(=C(/C(=O)O)\CCCC)/C(=O)O.ClCC1=NC=C(C=C1C)C1=NN=C(N1COCC[Si](C)(C)C)C(F)(F)F 2-(chloromethyl)-3-methyl-5-(5-(trifluoromethyl)-4-((2-(trimethylsilyl)ethoxy)methyl)-4H-1,2,4-triazol-3-yl)pyridine dibutyl-maleinate